(±)-5-Benzyl-N-(6-methyl-7-oxo-6,7,8,9-tetrahydro-2H-2,4,6-triazabenzo[cd]azulene-8-yl)-4H-1,2,4-triazole-3-carboxamide C(C1=CC=CC=C1)C=1NC(=NN1)C(=O)N[C@H]1C(N(C=2C3=C(NC=C3C1)C=NC2)C)=O |r|